(1R)-1-(3-fluorophenyl)ethylimidazo[1,2-b]pyridazin-6-amine adipate C(CCCCC(=O)O)(=O)O.FC=1C=C(C=CC1)[C@@H](C)C=1N=C2N(N=C(C=C2)N)C1